ClC1=C(C=CC=C1)[C@H]1CC[C@H](N1C(=O)C1=CC=C(C=C1)C1=CC(=CC=C1)OC)C(=O)O (2S,5R)-5-(2-chlorophenyl)-1-(3'-methoxy-[1,1'-biphenyl]-4-carbonyl)pyrrolidine-2-carboxylic acid